C(C)(C)(C)NC(NC=1C=C2N=CC(N(C2=CC1C(F)(F)F)[C@@H](C)C1=CC=CC=C1)=O)=O 3-tert-butyl-1-{2-oxo-1-[(1S)-1-phenylethyl]-7-(trifluoromethyl)quinoxalin-6-yl}urea